O=C1NC(CCC1N1CCOC2=C1C=CC=C2N2CCC(CC2)CC(=O)O)=O 2-[1-[4-(2,6-dioxo-3-piperidyl)-2,3-dihydro-1,4-benzoxazin-8-yl]-4-piperidyl]acetic acid